OCCOCCOCCOCCOCCOCCNC(C1=CC(=NC=C1)N1CC2(CC1)CN(CC2)C2=CC=CC=C2)=O N-(17-hydroxy-3,6,9,12,15-pentaoxaheptadecyl)-2-(7-phenyl-2,7-diazaspiro[4.4]nonan-2-yl)isonicotinamide